(2R)-1-(4-aminopyrazol-1-yl)propan-2-ol NC=1C=NN(C1)C[C@@H](C)O